N12CCC(CC1)CC2CO 1-azabicyclo[2.2.2]oct-7-ylmethanol